3-t-butoxy-N,N-diethylpropionamide C(C)(C)(C)OCCC(=O)N(CC)CC